C(C)OC1=NC=CC=C1C1=CC(=C2C(=N1)C=NN2C(C)C)NC 5-(2-ethoxy-3-pyridinyl)-1-isopropyl-N-methyl-pyrazolo[4,3-b]pyridin-7-amine